2,2-dimethyl-1,4-diazepan-5-one CC1(NCCC(NC1)=O)C